sodium o-methylphenoxy-propionate CC1=C(OC(C(=O)[O-])C)C=CC=C1.[Na+]